tert-butyl 3-(7-bromo-8-fluoro-6-formyl-2-methoxy-quinazolin-4-yl)-3,8-diazabicyclo[3.2.1]octane-8-carboxylate BrC1=C(C=C2C(=NC(=NC2=C1F)OC)N1CC2CCC(C1)N2C(=O)OC(C)(C)C)C=O